C(C)(=O)NC1CCC(CC1)NC1=C(C=CC=C1)[N+](=O)[O-] 4-{[4-(acetylamino)cyclohexyl]amino}-3-nitrobenzene